ClC1=CC=C(OC=2C=C(CN3CCN(CC3)C(=O)N3N=C(C(=C3)C)C(=O)O)C=CC2)C=C1 1-(4-(3-(4-chlorophenoxy)benzyl)piperazine-1-carbonyl)-4-methyl-1H-pyrazole-3-carboxylic acid